C(C)NC1=NC(=NC(=N1)OC)NC(C)C 4-N-ethyl-6-methoxy-2-N-propan-2-yl-1,3,5-triazine-2,4-diamine